5-((benzyloxy)methyl)-6-(4-methoxyphenyl)-2,3-diphenylpyrazolo[1,5-a]pyrimidin-7(4H)-one C(C1=CC=CC=C1)OCC=1NC=2N(C(C1C1=CC=C(C=C1)OC)=O)N=C(C2C2=CC=CC=C2)C2=CC=CC=C2